(3S)-3-(1,4-dimethyl-1H-benzotriazol-5-yl)-3-(7-{[(2R,5S)-2-ethyl-5-methyl-2,3-dihydropyrido[2,3-f][1,4]oxazepin-4(5H)-yl]methyl}-1-benzothien-5-yl)propanoic acid ethyl ester C(C)OC(C[C@@H](C=1C=C(C2=C(C=CS2)C1)CN1C[C@H](OC2=C([C@@H]1C)N=CC=C2)CC)C2=C(C1=C(N(N=N1)C)C=C2)C)=O